FC/C=C/C(=O)Cl (E)-4-fluorobut-2-enoyl chloride